C(=O)(C=C)NC([C@@H](N)C(C)C)=O N-acrylvalinamide